NC1=NC=C(C=C1C(=O)NC=1C=NN(C1)C)C1=CC2=C(C(=CC=C2C=C1)OC)NCC(=C)C#N 2-amino-5-{8-[(2-cyano-2-methylideneethyl)amino]-7-methoxynaphthalen-2-yl}-N-(1-methyl-1H-pyrazol-4-yl)pyridine-3-carboxamide